(6aR,10aR)-1-hydroxy-6,6,9-trimethyl-3-butyl-6a,7,8,10a-tetrahydro-6H-dibenzo[b,d]pyran-2-carboxylic acid OC1=C(C(=CC=2OC([C@H]3[C@H](C21)C=C(CC3)C)(C)C)CCCC)C(=O)O